(7S)-3-(4-Ethoxyphenyl)-2,7-dimethyl-5,7-dihydro-4H-pyrazolo[3,4-c]pyridin C(C)OC1=CC=C(C=C1)C=1N(N=C2[C@@H](NCCC21)C)C